(3E)-6-(propoxymethoxy)-3-hexenylmagnesium iodide C(CC)OCOCC/C=C/CC[Mg]I